The molecule is 2'-deoxyytidine in which one of the exocyclic amino hydrogens is substituted by an acetyl group. It is a secondary carboxamide and a pyrimidine 2'-deoxyribonucleoside. CC(=O)NC1=NC(=O)N(C=C1)[C@H]2C[C@@H]([C@H](O2)CO)O